1-[2-(4-chlorophenyl)benzotriazol-5-yl]-3-methyl-thiourea ClC1=CC=C(C=C1)N1N=C2C(=N1)C=CC(=C2)NC(=S)NC